(2R)-2-methylpiperidin C[C@H]1NCCCC1